FC1=C(C(=C(C(=C1F)F)F)F)[B-](C1=C(C(=C(C(=C1F)F)F)F)F)(C1=C(C(=C(C(=C1F)F)F)F)F)C1=C(C(=C(C(=C1F)F)F)F)F.C[NH+](C1=CC=C(C=C1)CCCCCCCCCCCCCCCCCCC)CCCCCCCCCCCCCCCCCC N-methyl-4-nonadecyl-N-octadecylanilinium [tetrakis(perfluorophenyl)borate]